5-(8-methoxy-[1,2,4]triazolo[1,5-a]pyridin-6-yl)-6-methyl-2-(1,4-dioxaspiro[4.5]dec-8-yl)-4H-pyrrolo[3,2-d]thiazole-4-carboxylic acid tert-butyl ester C(C)(C)(C)OC(=O)N1C(=C(C=2N=C(SC21)C2CCC1(OCCO1)CC2)C)C=2C=C(C=1N(C2)N=CN1)OC